C(C)OC(=O)C=1N=C(SC1)CBr (bromomethyl)thiazole-4-carboxylic acid ethyl ester